N[C@H]1CN(CCC1)C(=O)C1=CC2=C(N(C(=N2)C2=CC=3C(=NC(=CC3)N(S(=O)(=O)C)CC3CC3)N2CC2CC2)C)C(=C1)OC (R)-N-(2-(5-(3-aminopiperidine-1-carbonyl)-7-methoxy-1-methyl-1H-benzo[d]imidazol-2-yl)-1-(cyclopropylmethyl)-1H-pyrrolo[2,3-b]pyridin-6-yl)-N-(cyclopropylmethyl)methanesulfonamide